5-(4-iodophenyl)thio-3-(1-(pent-2-yl)-1,2,3,6-tetrahydropyridin-4-yl)-1H-indole IC1=CC=C(C=C1)SC=1C=C2C(=CNC2=CC1)C=1CCN(CC1)C(C)CCC